C(#N)C=1C=C(C=CC1)S(=O)(=O)N1CCOCC1 4-(3-cyanophenyl)sulfonylmorpholin